(S)-1-[(S)-1-({3-[(3,5-Dimethyl-1-piperidyl)methyl]-1,5-dioxa-9-aza-9-spiro[5.5]undecyl}carbonyl)-3-methylbutyl]-3-isobutyl-4-methyl-2-piperazinone CC1CN(CC(C1)C)CC1COC2(OC1)CCN(CC2)C(=O)[C@H](CC(C)C)N2C([C@@H](N(CC2)C)CC(C)C)=O